BrC1=CC=CC=2C(C3=CC=CC(=C3C(C12)=O)Br)=O 1,8-dibromo-9,10-anthracenedione